N-[1-(3-fluoro-4-methoxyphenyl)ethyl]-6-methyl-4-[(1-methylcyclopropyl)amino]furo[2,3-d]pyrimidine-5-carboxamide FC=1C=C(C=CC1OC)C(C)NC(=O)C1=C(OC=2N=CN=C(C21)NC2(CC2)C)C